CC1=C(C(=NC=C1)C(=O)N1[C@@H]2[C@@H](C[C@H](C1)C2)NC2=NC=C(C=C2)C(F)(F)F)C2=NC=CC=C2 (4'-methyl-[2,3'-bipyridine]-2'-yl)((1S,4S,6R)-6-((5-(trifluoromethyl)pyridin-2-yl)amino)-2-azabicyclo[2.2.1]hept-2-yl)methanone